CC1=CC=C(C=C1)C=1C2=CC=CC=C2N=C2C=CC=CC12 9-(p-methylphenyl)acridin